N-[2-(2-{4-[2-(6,7-Dimethoxy-3,4-dihydro-2(1H)-isoquinolinyl)ethyl]phenyl}-2H-tetrazol-5-yl)-4,5-dimethoxyphenyl]-4-oxo-4H-chromene-2-carboxamide COC=1C=C2CCN(CC2=CC1OC)CCC1=CC=C(C=C1)N1N=C(N=N1)C1=C(C=C(C(=C1)OC)OC)NC(=O)C=1OC2=CC=CC=C2C(C1)=O